FC(C(=O)O)(F)F.FC=1C=C(C(=O)NCC2CCC(CC2)N2N=C3C=C(C=CC3=C2)C2=NC=C(C=C2)OC)C=C(C1O)F 3,5-difluoro-4-hydroxy-N-({(1r,4r)-4-[6-(5-methoxypyridin-2-yl)-2H-indazol-2-yl]cyclohexyl}methyl)benzamide, trifluoroacetate salt